trans-4-((4-(2-Iso-propylthiazol-5-yl)-pyridin-2-yl)((trans-4-(4-methoxy-3-methylphenyl)cyclohexyl)methyl)carbamoyl)cyclohexyl 3-hydroxyazetidine-1-carboxylate OC1CN(C1)C(=O)O[C@@H]1CC[C@H](CC1)C(N(C[C@@H]1CC[C@H](CC1)C1=CC(=C(C=C1)OC)C)C1=NC=CC(=C1)C1=CN=C(S1)C(C)C)=O